OCC1=CC=C(C=C1)NC(=S)N 1-(4-(hydroxymethyl)phenyl)thiourea